C(C)(C)[C@H]1CN(CCN1)C=1N=NC(=CN1)C1=C(C=C(C=N1)NC1=NC=C(N=C1)C)OCOC (S)-N-(6-(3-(3-isopropylpiperazin-1-yl)-1,2,4-triazin-6-yl)-5-(methoxymethoxy)pyridin-3-yl)-5-methylpyrazin-2-amine